ClC1=C2CN(C(C2=CC(=C1)CNC1(CCC1)C)=O)C1=CC(=CC=C1)[C@@](C1=CC=CC=C1)(C1=NN=CN1C)O (S)-4-chloro-2-(3-(hydroxy(4-methyl-4H-1,2,4-triazol-3-yl)(phenyl)methyl)phenyl)-6-(((1-methylcyclobutyl)amino)methyl)isoindolin-1-one